ClC1=CC=C2C=NC=NC2=C1 7-chloroquinazolin